C1(CC1)C1=C(C(=NO1)C1=C(C=CC=C1Cl)Cl)C(=O)OC1C[C@H]2CC[C@@H](C1)N2C=2SC1=C(N2)C(=CC(=C1)C(=O)NCC(=O)O)F 2-({2-[(1R,3R,5S)-3-[5-cyclopropyl-3-(2,6-dichlorophenyl)-1,2-oxazole-4-carbonyloxy]-8-azabicyclo[3.2.1]octan-8-yl]-4-fluoro-1,3-benzothiazol-6-yl}formamido)acetic acid